CCCCCCCC/C=C/CCCCCCCC(=O)SCCNC(=O)CCNC(=O)[C@@H](C(C)(C)COP(=O)(O)OP(=O)(O)OC[C@@H]1[C@H]([C@H]([C@@H](O1)N2C=NC3=C(N=CN=C32)N)O)OP(=O)(O)O)O The molecule is an octadecenoyl-CoA that results from the formal condensation of the thiol group of coenzyme A with the carboxy group of trans-9-octadecenoic acid. It is a conjugate acid of a trans-9-octadecenoyl-CoA(4-).